tributyl-[6-[(4-chloro-2-fluoro-phenyl)methoxy]-2-pyridyl]stannane C(CCC)[Sn](C1=NC(=CC=C1)OCC1=C(C=C(C=C1)Cl)F)(CCCC)CCCC